8-bromo-2-fluoro-9-(3-nitrobenzyl)-9H-purine-6-amine BrC=1N(C2=NC(=NC(=C2N1)N)F)CC1=CC(=CC=C1)[N+](=O)[O-]